F[C@H]1[C@H](C1)C(=O)NC1=NC=NC(=C1)C=1C(=NC=CC1)NC=1C=NC(=CC1C)[C@@H](CCC)O (1R,2R)-2-fluoro-N-(6-(2-((6-((R)-1-hydroxybutyl)-4-methylpyridin-3-yl)amino)pyridin-3-yl)pyrimidin-4-yl)cyclopropane-1-carboxamide